4-[3-[2,6-Dichloro-4-[(1S,4S)-5-methyl-2,5-diazabicyclo[2.2.1]heptan-2-yl]benzoyl]-2,4-dihydro-1,3-benzoxazin-8-yl]-5-fluoro-2-(3-oxa-8-azabicyclo[3.2.1]oct-8-yl)benzoic acid ClC1=C(C(=O)N2COC3=C(C2)C=CC=C3C3=CC(=C(C(=O)O)C=C3F)N3C2COCC3CC2)C(=CC(=C1)N1[C@@H]2CN([C@H](C1)C2)C)Cl